benzyl 1'-(1-(2,6-dioxopiperidin-3-yl) indolin-4-yl)-[4,4'-bipiperidine]-1-carboxylate O=C1NC(CCC1N1CCC2=C(C=CC=C12)N1CCC(CC1)C1CCN(CC1)C(=O)OCC1=CC=CC=C1)=O